(2R,3R,4R,5S)-N-(3-Carbamoyl-4-fluoro-phenyl)-3-[2-(difluoromethoxy)-4-fluoro-phenyl]-4,5-dimethyl-5-(trifluoromethyl)tetrahydrofuran-2-carboxamid C(N)(=O)C=1C=C(C=CC1F)NC(=O)[C@@H]1O[C@@]([C@@H]([C@@H]1C1=C(C=C(C=C1)F)OC(F)F)C)(C(F)(F)F)C